4-(6-(phenylamino)pyridinyloxy)piperazine-1-carboxylic acid tert-butyl ester C(C)(C)(C)OC(=O)N1CCN(CC1)OC1=NC(=CC=C1)NC1=CC=CC=C1